N-{4-Methoxy-7-[3-(trifluoromethyl)phenyl]-[1,3]thiazolo[4,5-c]pyridin-2-yl}-8-oxa-2-azaspiro[4.5]decan-2-carboxamid COC1=NC=C(C2=C1N=C(S2)NC(=O)N2CC1(CC2)CCOCC1)C1=CC(=CC=C1)C(F)(F)F